(S)-1-amino-2-(1-(2-fluoroacryloyl)piperidin-2-yl)-4-(4-((4-methoxy-pyridin-2-yl)carbamoyl)phenyl)-1H-imidazole-5-carboxamide NN1C(=NC(=C1C(=O)N)C1=CC=C(C=C1)C(NC1=NC=CC(=C1)OC)=O)[C@H]1N(CCCC1)C(C(=C)F)=O